NC1=C(C=C2C(=N1)C=C(N2)CN2C(C=CC=C2CN2CCCC1=CC=CC=C21)=O)C 1-((5-amino-6-methyl-1H-pyrrolo[3,2-b]pyridin-2-yl)methyl)-6-((3,4-dihydroquinolin-1(2H)-yl)methyl)pyridin-2(1H)-one